NC1=C(N=CC(=N1)N1CCC2(CC1)[C@@H](C1=C(N=CS1)C2)N)SC2=C(C(=NC=C2)N)Cl (S)-1'-(6-amino-5-((2-amino-3-chloropyridin-4-yl)thio)pyrazin-2-yl)-4,6-dihydrospiro[cyclopenta[d]thiazole-5,4'-piperidin]-6-amine